(4-amino-1,3-dihydrofuro[3,4-c][1,7]naphthyridin-8-yl)((3R)-3-(6-(difluoromethoxy)-3-pyridinyl)-4-morpholinyl)methanone NC1=NC=2C=NC(=CC2C2=C1COC2)C(=O)N2[C@@H](COCC2)C=2C=NC(=CC2)OC(F)F